6-(1-methyl-1H-1,2,3-triazol-4-yl)-4-(6-(piperazin-1-yl)pyridin-3-yl)pyrazolo[1,5-a]Pyridine-3-carbonitrile 2,2,2-trifluoroacetic acid salt FC(C(=O)O)(F)F.CN1N=NC(=C1)C=1C=C(C=2N(C1)N=CC2C#N)C=2C=NC(=CC2)N2CCNCC2